ClC1=C(C=CC=C1)C1=C(SC=2N=C(N=C(C21)NCCOC)C=2N(C=CN2)C)C2=CC=CC=C2 5-(2-Chlorophenyl)-N-(2-methoxyethyl)-2-(1-methyl-1H-imidazol-2-yl)-6-phenylthieno[2,3-d]pyrimidin-4-amine